N1CC(C1)CCN1C=NC2=CC=C(C=C2C1=O)OC1=C(C(=CC=C1F)NS(N(C)CC)(=O)=O)C#N 3-[2-(azetidin-3-yl)ethyl]-6-[2-cyano-3-[[ethyl(methyl)sulfamoyl]amino]-6-fluoro-phenoxy]-4-oxo-quinazoline